(R)-2-(4-(methylcarbamoyl)phenyl)-N-((1-methylpiperidin-3-yl)methyl)benzo[d]imidazo[2,1-b]thiazole-7-carboxamide CNC(=O)C1=CC=C(C=C1)C=1N=C2SC3=C(N2C1)C=CC(=C3)C(=O)NC[C@@H]3CN(CCC3)C